C(C(C)C)OC(=O)C=1OC2=C(N1)C=CC(=C2)C(=O)O isobutoxycarbonyl-benzo[d]oxazole-6-carboxylic acid